CCCCC/C=C\C/C=C\C/C=C\C/C=C\C/C=C\CCCCC(=O)O all-cis-6,9,12,15,18-tetracosapentaenoic acid